3-(3,4-Dimethoxyphenyl)prop-2-enoic acid COC=1C=C(C=CC1OC)C=CC(=O)O